C(C1=CC=CC=C1)N1CC2(C1)CC(C2)NC(=O)N2C[C@@H](N(CC2)C2=NC=C(C=N2)C(F)(F)F)C (3S)-N-{2-benzyl-2-azaspiro[3.3]heptan-6-yl}-3-methyl-4-[5-(trifluoromethyl)pyrimidin-2-yl]piperazine-1-carboxamide